1-(benzo[d]isoxazol-3-yl)-2-methylpropane-1-sulphonamide O1N=C(C2=C1C=CC=C2)C(C(C)C)S(=O)(=O)N